C1(CC1)C=1C(=C2C=NNC2=CC1)CNC(C1=CC=C(C=C1)OC)=O N-((5-cyclopropyl-1H-indazol-4-yl)methyl)-4-methoxybenzamide